C(CCCCCCCC=1C=C2C(OC(C2=CC1)=O)=O)C=1C=C2C(OC(C2=CC1)=O)=O 5,5'-(octane-1,8-diyl)bis(isobenzofuran-1,3-dione)